C1=CC=C2C(=C1)C(=C3C(=CC=C(C3=C2O)N)N)O leuco-1,4-diaminoanthraquinone